NCCCC1=C2C(N(C(C2=CC=C1)=O)N1C(NC(CC1)=O)=O)=O 4-(3-aminopropyl)-2-(2,4-dioxotetrahydropyrimidin-1(2H)-yl)isoindoline-1,3-dione